4,5-bis(hydroxymethyl)-1H-1,2,3-triazole-1-acetic acid ethyl ester C(C)OC(CN1N=NC(=C1CO)CO)=O